BrC=1C=C(C=C(C1O)Br)C(=O)C1=C(N(C=2N=CN=CC21)C)CC (3,5-dibromo-4-hydroxyphenyl)(6-ethyl-7-methyl-7H-pyrrolo[2,3-d]pyrimidin-5-yl)methanone